3-[1-[2-phenylethyl]-4-piperidinyl]-1H-indole hydrochloride Cl.C1(=CC=CC=C1)CCN1CCC(CC1)C1=CNC2=CC=CC=C12